4-{4-[(4'-chloro-4,4-dimethyl-3,4,5,6-tetrahydro[1,1'-biphenyl]-2-yl)methyl]piperazin-1-yl}benzoic acid ClC1=CC=C(C=C1)C1=C(CC(CC1)(C)C)CN1CCN(CC1)C1=CC=C(C(=O)O)C=C1